4-allyl-1-benzylpiperidine-4-carboxylic acid ethyl ester C(C)OC(=O)C1(CCN(CC1)CC1=CC=CC=C1)CC=C